4-(2,3-difluorobenzoyl)-1H-pyrrole-2-carboxylic acid FC1=C(C(=O)C=2C=C(NC2)C(=O)O)C=CC=C1F